C(#N)C=1C2=C(SC1NC(OC(C)(C)C)=O)CCC=C2B2OC(C(O2)(C)C)(C)C tert-butyl (3-cyano-4-(4,4,5,5-tetramethyl-1,3,2-dioxaborolan-2-yl)-6,7-dihydrobenzo[b]thiophen-2-yl)carbamate